(1R,5S)-1-(5-fluoro-2-methoxyphenyl)-3-oxabicyclo[3.1.0]Hexane-2-one FC=1C=CC(=C(C1)[C@@]12C(OC[C@H]2C1)=O)OC